6-(trifluoromethyl)pyridine-3-formic acid FC(C1=CC=C(C=N1)C(=O)O)(F)F